2-(2-(3,8-diazabicyclo[3.2.1]octan-3-yl)-7-(thiazol-2-yl)benzo[d]oxazol-4-yl)-1,1,1-trifluoropropan-2-ol C12CN(CC(CC1)N2)C=2OC1=C(N2)C(=CC=C1C=1SC=CN1)C(C(F)(F)F)(C)O